C(#N)CC=1CN(C=CC1)C 3-(cyanomethyl)-1-methylpyridine